C(CCCCCCCCCCCCCCCCCCCCC)(=O)NCCCN behenamidopropyl-amine